N-[5-(1H-benzimidazol-2-yl)-1-[(4-methoxyphenyl)methyl]pyrazol-3-yl]-6-piperazin-1-yl-pyridine-3-carboxamide N1C(=NC2=C1C=CC=C2)C2=CC(=NN2CC2=CC=C(C=C2)OC)NC(=O)C=2C=NC(=CC2)N2CCNCC2